NC1=NC(=CC2=CC(=C(C=C12)OC)OC)CNCCCNC(=O)C1OCCC1 N-[3-[(1-amino-6,7-dimethoxy-3-isoquinolinyl)methylamino]propyl]tetrahydro-2-furancarboxamide